BrC1=CC=C(C=C1)N1CCN(CC1)C1=CC(=C(C=O)C=C1)F 4-(4-(4-bromophenyl)piperazin-1-yl)-2-fluorobenzaldehyde